OCCC1=C(C2CCC1C2)CCO bis(2'-hydroxyethyl)bicyclo[2.2.1]hept-2-ene